2-(1-(6-ethoxynaphthalen-2-yl)ethyl)-10H-phenothiazine C(C)OC=1C=C2C=CC(=CC2=CC1)C(C)C1=CC=2NC3=CC=CC=C3SC2C=C1